(R)-3,3,3-trifluoro-2-hydroxy-2-phenylpropanoic acid FC([C@](C(=O)O)(C1=CC=CC=C1)O)(F)F